5-cyclopropyl-3-[4-methoxybicyclo[2.2.2]octan-1-yl]-1,2-oxazole-4-carbonitrile C1(CC1)C1=C(C(=NO1)C12CCC(CC1)(CC2)OC)C#N